COC1=CC=C(CC[C@H](N)C(=O)O)C=C1 L-O-methylhomotyrosine